4-methoxy-4'-(trifluoromethyl)-[1,1'-biphenyl]-3-carboxylic acid methyl ester COC(=O)C=1C=C(C=CC1OC)C1=CC=C(C=C1)C(F)(F)F